3-[4-(7-difluoromethyl-1,2,3,4-tetrahydroquinolin-6-yl)-pyrazol-1-yl]-azelaic acid FC(C1=C(C=C2CCCNC2=C1)C=1C=NN(C1)C(CC(=O)O)CCCCCC(=O)O)F